methyl tetradecanoate (myristate) C(CCCCCCCCCCCCC)(=O)O.C(CCCCCCCCCCCCC)(=O)OC